N-[(4-{6-amino-9-[(4S)-1'-(azetidin-3-yl)-3,3-difluoro-[1,4'-bipiperidin]-4-yl]-8-oxopurin-7-yl}phenyl)methyl]-5-fluoro-2-methoxybenzamide hydrochloride Cl.NC1=C2N(C(N(C2=NC=N1)[C@@H]1C(CN(CC1)C1CCN(CC1)C1CNC1)(F)F)=O)C1=CC=C(C=C1)CNC(C1=C(C=CC(=C1)F)OC)=O